C1(CCCCC1)CN(CC(=O)O)[C@@H]1CN(CCC1)C(=O)[C@@H]1CN(CC12CN(C2)C(=O)[C@@H]2C(C2)(C)C)C(=O)C2=CN=CS2 N-(cyclohexylmethyl)-N-((S)-1-((S)-2-((S)-2,2-dimethylcyclopropane-1-carbonyl)-6-(thiazole-5-carbonyl)-2,6-diazaspiro[3.4]octane-8-carbonyl)piperidin-3-yl)glycine